COC=1C=C(C=O)C=C(C1SCC1=CC=C(C=C1)OC)OC 3,5-dimethoxy-4-((4-methoxybenzyl)thio)benzaldehyde